(2,6-dichloropyridin-4-yl)-3,3-difluorocyclobutanecarbaldehyde ClC1=NC(=CC(=C1)C1(CC(C1)(F)F)C=O)Cl